[Co].ClC=1C=C(C(=NC1C=1OC=C(N1)C(C)(C)C)C=1OC=C(N1)C(C)(C)C)Cl dichloro[2,6-bis[4-(S)-tert-butyl-2-oxazolyl]pyridine] cobalt